4-(tert-butyl)pyridin-2-amine C(C)(C)(C)C1=CC(=NC=C1)N